tetrahydro-1,5-naphthyridine N1CCCC2=NC=CC=C12